(R)-3-(((2-chloro-5-oxo-6,7-dihydrothieno[3,2-d]pyrimidin-4-yl)amino)methyl)-4,6-dimethylpyridin-2(1H)-one ClC=1N=C(C2=C(N1)CC[S@]2=O)NCC=2C(NC(=CC2C)C)=O